tert-butyl 4-(4-(3-cyano-4-(6-fluoropyridin-3-yl)pyrazolo[1,5-a]pyrazin-6-yl)-1H-pyrazol-1-yl)piperidine-1-carboxylate C(#N)C=1C=NN2C1C(=NC(=C2)C=2C=NN(C2)C2CCN(CC2)C(=O)OC(C)(C)C)C=2C=NC(=CC2)F